pentamethylcyclopentadienyl-[N,N'-bis(trimethylsilyl)benzamidine] hafnium dibromide [Br-].[Br-].[Hf+2].CC1=C(C(=C(C1(C1=C(C(=N[Si](C)(C)C)N[Si](C)(C)C)C=CC=C1)C)C)C)C